OC[C@H](C1=CC=CC=C1)NC1=NC(=NC=C1C=1OC(=CN1)C)NC1=CC(=C(C(=O)N)C=C1)C 4-[[4-[[(1S)-2-hydroxy-1-phenyl-ethyl]amino]-5-(5-methyloxazol-2-yl)pyrimidin-2-yl]amino]-2-methyl-benzamide